[Na+].[Na+].NC(C(=O)N1CC(C1)OC1C=2C=CC=C(C2O[B-](C1)(O)O)C(=O)O)C=1N=NNC1.NC(C(=O)N1CC(C1)OC1C=2C=CC=C(C2O[B-](C1)(O)O)C(=O)O)C=1N=NNC1 {1-[amino(1H-1,2,3-triazol-4-yl)acetyl]azetidin-3-yl}oxy-4,4-dihydroxy-5-oxa-4-boranuidabicyclo[4.4.0]deca-1(6),7,9-triene-7-carboxylic acid disodium salt